2,2-difluoro-2-(2-methoxy-3-methyl-phenyl)acetic acid FC(C(=O)O)(C1=C(C(=CC=C1)C)OC)F